tert-butyl-[[1-[[7-chloro-8-fluoro-4-(2-oxa-6-azabicyclo[5.1.0]octan-6-yl)pyrido[4,3-d]pyrimidin-2-yl]oxymethyl]cyclopropyl]methoxy]-dimethyl-silane C(C)(C)(C)[Si](C)(C)OCC1(CC1)COC=1N=C(C2=C(N1)C(=C(N=C2)Cl)F)N2CCCOC1CC21